(5r,6r)-2,5,6-trimethylcyclohex-2-en-1-one CC=1C([C@@H]([C@@H](CC1)C)C)=O